4-cyclobutyl-3,7-dihydro-2H-pyrrolo[2,3-c][1,2]diazepine-3-one C1(CCC1)C1=CC=2C(NNC1=O)=NCC2